C(C)OC([C@@H](NC(C)=O)CSSC1=NC=CC=C1)=O N-acetyl-S-(pyridin-2-ylsulfanyl)-L-cysteine ethyl ester